C(=O)(C(O)C(O)C(=O)O)OC1=CC=C(NC(=O)C)C=C1 paracetamol bitartrate